C(C)(C)(C)OC(CC1=C(C=C(C(=C1)F)OC1=NC(=CC=C1)OCC1=C(C=C(C=C1)C#N)F)F)=O 2-(4-((6-((4-cyano-2-fluorobenzyl)oxy)pyridin-2-yl)oxy)-2,5-difluorophenyl)acetic acid tertButyl ester